CN(C)CC1=CC=CC=C1 [(dimethylamino)methyl]benzene